C(C(CCCC)(O)O)O 1,2,2-hexanetriol